NS(=O)(=O)C1=C(C(=O)N(C)C)C=CC=N1 2-aminosulfonyl-(N,N-dimethyl)nicotinamide